C(C)(C)[Si](COC1=CC=C(C=C1C=1C(=C(C=C(C1)C)N1C2=CC=CC=C2C=2C=CC=CC12)O)C(C)(C)C)(COC1=CC=C(C=C1C=1C(=C(C=C(C1)C)N1C2=CC=CC=C2C=2C=CC=CC12)O)C(C)(C)C)C(C)C 6',6'''-(((diisopropylsilanediyl)bis(methylene))bis(oxy))bis(3-(9H-carbazol-9-yl)-3'-t-butyl-5-methyl-[1,1'-biphenyl]-2-ol)